2-((benzyloxy)carbonyl)-5-methyl-octahydrocyclopenta[c]pyrrole-5-carboxylic acid C(C1=CC=CC=C1)OC(=O)N1CC2C(C1)CC(C2)(C(=O)O)C